1-(4-(hydroxymethyl)pyridin-2-yl)-N-(1-methyl-1H-indazol-7-yl)-1H-pyrazole-4-sulfonamide OCC1=CC(=NC=C1)N1N=CC(=C1)S(=O)(=O)NC=1C=CC=C2C=NN(C12)C